trans-2-[2-(4-amino-cyclohexyl)thiazol-5-yl]-N-ethyl-5-(oxazol-2-ylmethyl)benzenesulfonamide N[C@@H]1CC[C@H](CC1)C=1SC(=CN1)C1=C(C=C(C=C1)CC=1OC=CN1)S(=O)(=O)NCC